1,7-distearoyl-diethylenetriamine C(CCCCCCCCCCCCCCCCC)(=O)NCCNCCNC(CCCCCCCCCCCCCCCCC)=O